(2S)-3-{3-bromo-2-[(4-methoxyphenyl)methoxy]-4-(trifluoromethyl)phenyl}-2-[(tert-butoxycarbonyl)amino]propanoic acid BrC=1C(=C(C=CC1C(F)(F)F)C[C@@H](C(=O)O)NC(=O)OC(C)(C)C)OCC1=CC=C(C=C1)OC